methyl (R)-2-((tert-butoxycarbonyl)amino)-3-(4-phenyl-1H-1,2,3-triazol-1-yl)propanoate C(C)(C)(C)OC(=O)N[C@@H](C(=O)OC)CN1N=NC(=C1)C1=CC=CC=C1